choline pyrazinate N1=C(C=NC=C1)C(=O)OCC[N+](C)(C)C